carbene-copper (I) C=[Cu-]